NC1=C2N=CN(C2=NC(=N1)F)[C@H]1[C@H]([C@@H]([C@](O1)(CO)CC)O)O (2R,3S,4S,5R)-5-(6-amino-2-fluoro-9H-purin-9-yl)-2-ethyl-2-(hydroxymethyl)tetrahydrofuran-3,4-diol